ClC1=C(C=CC=C1)[C@@H]([C@@H](C)C=1N(C(C(=C(N1)C(=O)NC=1C=NOC1)O)=O)C)C=1C=NN(C1)CC(C)(C)O 2-((1S,2R)-1-(2-chlorophenyl)-1-(1-(2-hydroxy-2-methylpropyl)-1H-pyrazol-4-yl)propan-2-yl)-5-hydroxy-N-(isoxazol-4-yl)-1-methyl-6-oxo-1,6-dihydropyrimidine-4-carboxamide